N1C(CSCC1)=O 3-thiomorpholone